FC1=C(C=CC(=C1)F)C[C@H](N)C=1OC(=NN1)CC (S)-2-(2,4-difluorophenyl)-1-(5-ethyl-1,3,4-oxadiazol-2-yl)ethanamine